4,4'-(propane-2,2-diyl)bis(2-(tert-butyl)-1-methoxybenzene) CC(C)(C1=CC(=C(C=C1)OC)C(C)(C)C)C1=CC(=C(C=C1)OC)C(C)(C)C